N1=CC=C(C=C1)C(C)=C1OC(C2=CC=CC=C12)=O 3-(1-(pyridin-4-yl)ethylidene)isobenzofuran-1(3H)-one